BrCC(C(O)(O)O)O 3-bromo-1,2-dihydroxypropanediol